C(CC=CCC)(=O)OCC\C=C/CC 3-Hexenoic acid, (3Z)-3-hexen-1-yl ester